C[C@H]1CC(CCCC1)=O (R)-3-methylcycloheptanone